OC1=C(N2C(C3=C(C=CC=C13)C1=CC=C(C=C1)C(F)(F)F)=NC=N2)C(=O)NCC(=O)OCC ethyl 2-[[6-hydroxy-10-[4-(trifluoromethyl)phenyl]-[1,2,4]triazolo[5,1-a]isoquinoline-5-carbonyl]amino]acetate